ClC1=C(C(=O)N(C(=O)C2=CSC(=C2)[N+](=O)[O-])CC2=CC=C(C=C2)OC)C=C(C=C1)F N-(2-chloro-5-fluorobenzoyl)-N-(4-methoxybenzyl)-5-nitrothiophene-3-carboxamide